Trans-4-((tert-butoxycarbonyl)amino)cyclohexane-1-carboxylic acid C(C)(C)(C)OC(=O)N[C@@H]1CC[C@H](CC1)C(=O)O